N-Ethyl-2-Pyrrolidon C(C)N1C(CCC1)=O